CC=1C=CC2=C(SC3=C2C=CC=C3C)C1 3,6-dimethyl-dibenzothiophene